C(C)(C)(C)OC(=O)N1C[C@H](CCC1)CNC1=CC=C2C(=NN(C2=C1)C)C1C(NC(CC1)=O)=O.NCCNCCC[Si](OC)(OC)OC 3-(2-aminoethyl-amino)propyl-trimethoxysilane tert-butyl-(3R)-3-(((3-(2,6-dioxopiperidin-3-yl)-1-methyl-1H-indazol-6-yl)amino)methyl)piperidine-1-carboxylate